rac-(1S*,2S*)-2-(3-chlorophenyl)-N-(6-(((6-cyclopropylimidazo[1,2-a]pyridin-2-yl)methyl)amino)pyrimidin-4-yl)cyclopropane-1-carboxamide ClC=1C=C(C=CC1)[C@@H]1[C@H](C1)C(=O)NC1=NC=NC(=C1)NCC=1N=C2N(C=C(C=C2)C2CC2)C1 |r|